1-(5-chloropyridazin-3-yl)-3-(isoquinolin-4-yl)-2-oxoimidazoline-4-carbonitrile ClC=1C=C(N=NC1)N1C(N(C(C1)C#N)C1=CN=CC2=CC=CC=C12)=O